C(C=C)(=O)N1CC2(C1)CN(CC2)C2=NC(=NC(=C2C#N)C2=C1C(=NNC1=CC=C2C)N)N2CCOCC2 4-(2-acryloyl-2,6-diazaspiro[3.4]octan-6-yl)-6-(3-amino-5-methyl-1H-indazol-4-yl)-2-morpholinopyrimidine-5-carbonitrile